sodium triflimide N(S(=O)(=O)C(F)(F)F)S(=O)(=O)C(F)(F)F.[Na]